S(=O)(=O)(O)C1=CC=C(C(C(=O)[O-])=C1)O.[Na+] sodium 5-sulfosalicylate